C(C)(=O)OC1=C2CCC(C2=CC(=C1C1=NC(=C(C(=N1)NCC1=CC=C(C=C1)OC)C(=O)OCC)C)OC(C)=O)(C)C 5-(5-(ethoxycarbonyl)-4-((4-methoxybenzyl)amino)-6-methylpyrimidin-2-yl)-1,1-dimethyl-2,3-dihydro-1H-indene-4,6-diyl diacetate